C(C)C1(COC1)COCCOCCOCCOCCOCC1(COC1)CC tetraethylene glycol bis[(3-ethyl-3-oxetanyl) methyl] ether